FC1=C(C(=O)F)C=C(C(=C1)F)F 2,4,5-trifluoro-benzoyl fluoride